C(CCCCC)[C@@H]1OC[C@H](CO1)OC trans-2-hexyl-5-methoxy-1,3-dioxane